FC(CN1N=C(C=2C1=NC=CC2)C(=O)OC)(F)F methyl 1-(2,2,2-trifluoroethyl)-1H-pyrazolo[3,4-b]pyridine-3-carboxylate